methyl 1-(N-((1S,2R)-2-(6-fluoro-2,3-dimethylphenyl)-1-(5-oxo-4,5-dihydro-1,3,4-oxadiazol-2-yl)propyl)sulfamoyl)-4-methylpiperidine-4-carboxylate FC1=CC=C(C(=C1[C@H]([C@@H](C=1OC(NN1)=O)NS(=O)(=O)N1CCC(CC1)(C(=O)OC)C)C)C)C